ClC1=CC=C(C=C1)NC(=O)C1=NN(C(C=C1C)=O)C1=CC(=C(C=C1)OC1=CC=NC2=CC(=C(C=C12)OC)OCCCN1CCC(CC1)C)F N-(4-chlorophenyl)-1-(3-fluoro-4-{6-methoxy-7-[3-(4-methyl-1-piperidinyl)propoxy]quinolin-4-yloxy}phenyl)-4-methyl-6-oxo-1,6-dihydropyridazine-3-carboxamide